Tert-Butyl (Z)-3-(methylimino)pyrrolidine-1-carboxylate C\N=C\1/CN(CC1)C(=O)OC(C)(C)C